C1(=CC=C(C=C1)C1=CC=CC2=C(C3=CC=CC=C3C(=C12)N)N)C (p-tolyl)anthracene-9,10-diamine